4-[(2-hydroxyethyl)(methyl)amino]but-2-en-1-one OCCN(CC=CC=O)C